C(C)(C)C1CCC(CC1)OC(N[Ge](O[GeH3])(C1=C(C(=CC=C1)C)C)C1=C(C(=CC=C1)C)C)=O bis(dimethylphenyl)digermoxanecarbamic acid 4-isopropylcyclohexyl ester